NC1=C(C=NN(C1=O)CC1=NC(=NO1)C[C@H](O)C1=CC=C(C=C1)Cl)C(=O)N (S)-5-amino-1-((3-(2-(4-chlorophenyl)-2-hydroxyethyl)-1,2,4-oxadiazol-5-yl)methyl)-6-oxo-1,6-dihydropyridazine-4-carboxamide